cis-methyl 6-methyl-4-(phenylsulfonyl)piperazine-2-carboxylate C[C@@H]1CN(C[C@@H](N1)C(=O)OC)S(=O)(=O)C1=CC=CC=C1